Ethanol (ETHYL ACETATE) C(C)CC(=O)OCC